C1(CCC1)N1[C@H]2CN([C@@H](C1)C2)C=2C=CC(=C(C(=O)N[C@H](C)C1=CC(=CC(=C1)C=1C=NN(C1)C)OC)C2)C 5-[(1R,4R)-5-cyclobutyl-2,5-diazabicyclo[2.2.1]heptane-2-yl]-N-[(1R)-1-[3-methoxy-5-(1-methylpyrazol-4-yl)phenyl]ethyl]-2-methyl-benzamide